alpha-chlorocarbonyl-2-(3-thienyl)-acetamide ClC(=O)C(C(=O)N)C1=CSC=C1